CS(=O)(=O)C1=C2C(C(=NN(C2=CC=C1)C1=CC=C(C=C1)OC(F)(F)F)C(=O)OCC(C)C)=O isobutyl 5-methylsulfonyl-4-oxo-1-[4-(trifluoromethoxy)phenyl]cinnoline-3-carboxylate